2-(4,6-dichloro-2-(methylthio)pyrimidin-5-yl)ethan-1-amine hydrochloride Cl.ClC1=NC(=NC(=C1CCN)Cl)SC